ClC1=C(C(=CC=C1)Cl)N1N=C(C(=C1)NC=1C=NC(=CC1)N1N=CN=C1CC)C(=O)N 1-(2,6-dichlorophenyl)-4-((6-(5-ethyl-1H-1,2,4-triazol-1-yl)pyridin-3-yl)amino)-1H-pyrazole-3-carboxamide